FC1=CC=2[C@@](C3=C(NC2N=C1)CC(CC3=O)(C)C)(C3=CC(=CC=C3)C3=CC=NN3CC(C)(C)C)C (S)-3-fluoro-5,8,8-trimethyl-5-(3-(1-neopentyl-1H-pyrazol-5-yl)phenyl)-7,8,9,10-tetrahydrobenzo[b][1,8]naphthyridin-6(5H)-one